L-rhamnopyranosyl-(1→2) α-L-arabinopyranoside O([C@H]1[C@H](O)[C@@H](O)[C@@H](O)CO1)C1[C@H](O)[C@H](O)[C@@H](O)[C@@H](O1)C